2-[6-amino-5-[8-[2-[3-[2-(methoxymethyl)-1-piperidinyl]prop-1-ynyl]-4-pyridinyl]-3,8-diazabicyclo[3.2.1]oct-3-yl]pyridazin-3-yl]phenol NC1=C(C=C(N=N1)C1=C(C=CC=C1)O)N1CC2CCC(C1)N2C2=CC(=NC=C2)C#CCN2C(CCCC2)COC